(E)-N-((7-Fluorobenzofuran-2-yl)methyl)-N-methyl-3-(7-morpholino-8-oxo-6,7,8,9-tetrahydro-5H-pyrido[2,3-b]azepin-3-yl)acrylamide FC1=CC=CC=2C=C(OC21)CN(C(\C=C\C2=CC1=C(NC(C(CC1)N1CCOCC1)=O)N=C2)=O)C